17-((5-bromopyridin-2-yl)oxy)-3,6,9,12,15-pentaoxaheptadecane BrC=1C=CC(=NC1)OCCOCCOCCOCCOCCOCC